ClC1=C(C(=O)NC2=C3C=NN(C3=CC=C2)C2CCOCC2)C=C(C=C1)CNC(C(C)(C)C)=O 2-Chloro-5-{[(2,2-dimethylpropanoyl)amino]methyl}-N-[1-(tetrahydro-2H-pyran-4-yl)-1H-indazol-4-yl]Benzamide